(1S,2R,4S)-4-(2-amino-6-oxo-1H-purin-9(6H)-yl)-2-(((tert-butyldimethylsilyl)oxy)methyl)-3-methylenecyclopentyl hexanoate C(CCCCC)(=O)O[C@@H]1[C@H](C([C@H](C1)N1C=2N=C(NC(C2N=C1)=O)N)=C)CO[Si](C)(C)C(C)(C)C